3-(difluoromethoxy)-5-(methylsulfanyl)benzamide FC(OC=1C=C(C(=O)N)C=C(C1)SC)F